1-(7-(4-((3-Chloro-4-(difluoromethoxy)-2-fluorophenyl)amino)-7-fluoropyrido[3,2-d]pyrimidin-6-yl)-4,7-diazaspiro[2.5]octan-4-yl)prop-2-en-1-one ClC=1C(=C(C=CC1OC(F)F)NC=1C2=C(N=CN1)C=C(C(=N2)N2CCN(C1(CC1)C2)C(C=C)=O)F)F